BrC=1C(=C(C(=C(C1[2H])[2H])[2H])B(O)O)[2H] (3-Bromophenyl-2,4,5,6-d4)boronic acid